O=C1NC(CCC1N1C(C2=CC=CC(=C2C1)SCC(=O)O)=O)=O 2-{[2-(2,6-Dioxopiperidin-3-yl)-1-oxo-2,3-dihydro-1H-isoindol-4-yl]sulfanyl}acetic acid